(3R,5'S)-1'-[(2S)-4-methyl-2-[(2S)-N-methyl-2-(2,2,2-trifluoroacetamido)propanamido]pentanoyl]-2-oxo-6-phenyl-1H-spiro[pyrazolo[1,5-a]imidazole-3,3'-pyrrolidine]-5'-carboxamide CC(C[C@@H](C(=O)N1C[C@]2(C[C@H]1C(=O)N)C(NC=1N2N=C(C1)C1=CC=CC=C1)=O)N(C([C@H](C)NC(C(F)(F)F)=O)=O)C)C